NCCCN(C(OCC1C2=CC=CC=C2C=2C=CC=CC12)=O)CCCCN(CCCNC(=O)OCC1C2=CC=CC=C2C=2C=CC=CC12)C(=O)OCC1C2=CC=CC=C2C=2C=CC=CC12 9H-fluoren-9-ylmethyl (3-aminopropyl)(4-{[(9H-fluoren-9-ylmethoxy)carbonyl](3-{[(9H-fluoren-9-ylmethoxy)carbonyl]amino}propyl)amino}butyl)carbamate